(2-hydroxy-4-methoxyphenyl)(2-hydroxyphenyl)methanone OC1=C(C=CC(=C1)OC)C(=O)C1=C(C=CC=C1)O